6-(difluoromethoxy)-5-(2,3-dimethylphenyl)-1H-pyrazolo[4,3-b]Pyridine FC(OC=1C=C2C(=NC1C1=C(C(=CC=C1)C)C)C=NN2)F